CCCCCCCCC(CCCCCCCC)OC(CCCN(CCCCCCCCCCCCCCC(=O)OCCCC)CCO)=O Butyl 15-((4-(heptadecan-9-yloxy)-4-oxobutyl)(2-hydroxyethyl)amino)pentadecanoate